2-(morpholine-4-yl)acetic acid N1(CCOCC1)CC(=O)O